3-[3-(3,4-dimethoxyphenyl)imidazo[1,2-b]pyridazin-6-yl]-N-methyl-benzamide COC=1C=C(C=CC1OC)C1=CN=C2N1N=C(C=C2)C=2C=C(C(=O)NC)C=CC2